BrCCCCCCCCCC(OCCCCCCCCC)OCCCCCCCCC 10-bromo-1,1-bis(nonyloxy)decane